N1(CCNCC1)CCC#CC1=CC=C(C=C1)C1C(NC(CC1)=O)=O 3-(4-(4-(piperazin-1-yl)but-1-yn-1-yl)phenyl)piperidine-2,6-dione